amyl p-dimethylaminobenzoate CN(C1=CC=C(C(=O)OCCCCC)C=C1)C